COC1=CC(=NN1C1=CC=C(C=C1)[C@@H](C)N)C(F)(F)F (1R)-1-[4-[5-methoxy-3-(trifluoromethyl)pyrazol-1-yl]phenyl]ethanamine